1-(6-isopropyl-5-(8-methyl-[1,2,4]triazolo[1,5-a]pyridin-6-yl)piperidin-2-yl)2-methylpropan-ol C(C)(C)C1C(CCC(N1)C(C(C)C)O)C=1C=C(C=2N(C1)N=CN2)C